FC1=C(C(=CC(=C1)OC)F)[C@H]1[C@@H](C(N(C1)CCO)=O)NC(=O)NC1=CC=CC=C1 |o1:10,11| (-)-1-[(3S*,4R*)-4-(2,6-difluoro-4-methoxyphenyl)-1-(2-hydroxyethyl)-2-oxopyrrolidin-3-yl]-3-phenyl-urea